S1N=C(C2=C1C=CC=C2)N2CCN(CC2)CCCOC=2C(=C1CCC(N3C1=C(C2)CC3)=O)Cl 8-(3-(4-(benzo[d]isothiazol-3-yl)piperazin-1-yl)propoxy)-7-chloro-5,6-dihydro-1H-pyrrolo[3,2,1-ij]quinolin-4(2H)-one